CC(CC(C)(C)C)(C)NC1=NC=NC(=N1)C(C(=O)SCCNC(CCNC([C@@H](C(COP(OP(OC[C@@H]1[C@H]([C@H]([C@@H](O1)N1C=NC=2C(N)=NC=NC12)O)OP(=O)(O)O)(=O)O)(=O)O)(C)C)O)=O)=O)C(=O)O 6-[(1,1,3,3-tetramethylbutyl)amino]s-triazinemalonyl-coa